1-(5,5-difluoro-7-((S)-2-phenyl-2-((R)-1-(2,2,2-trifluoroethyl)pyrrolidin-3-yl)acetyl)-2,7-diazaspiro[3.5]nonan-2-yl)prop-2-en-1-one FC1(C2(CN(C2)C(C=C)=O)CCN(C1)C([C@@H]([C@@H]1CN(CC1)CC(F)(F)F)C1=CC=CC=C1)=O)F